2-(1-(1-tosyl-1H-pyrrol-2-yl)vinyl)pyridine S(=O)(=O)(C1=CC=C(C)C=C1)N1C(=CC=C1)C(=C)C1=NC=CC=C1